(Z)-9-tetradecene acetate C(C)(=O)O.CCCCCCCC\C=C/CCCC